(S)-3-[(tert-Butoxycarbonyl)(methyl)amino]-4-methoxybutanoic acid methyl ester COC(C[C@@H](COC)N(C)C(=O)OC(C)(C)C)=O